CC1(C(OC2=CC=C(C=C2C1)C1=CC(=C(C=C1)C=1NC(C2=C(N1)NN=N2)=O)OCC)=O)C 5-(4-(3,3-dimethyl-2-oxochroman-6-yl)-2-ethoxyphenyl)-3,6-dihydro-7H-[1,2,3]triazolo[4,5-d]pyrimidin-7-one